3-(3-(4-(azetidin-3-yl)-2-methylphenyl)-5-phenyl-3H-imidazo[4,5-b]pyridin-2-yl)pyridin-2-amine N1CC(C1)C1=CC(=C(C=C1)N1C(=NC=2C1=NC(=CC2)C2=CC=CC=C2)C=2C(=NC=CC2)N)C